C1=C(C(=O)NC(=O)N1[C@]2([C@@H]([C@@H]([C@H](O2)CO)O)O)CO)C(=O)O 5-carboxyhydroxymethyluridine